CN1CC(OB(OC(C1)=O)C1=CC(=CC=C1)OC1=CC(=CC=C1)C(F)(F)F)=O 6-methyl-2-[3-[3-(trifluoromethyl)phenoxy]phenyl]-1,3,6,2-dioxazaborocane-4,8-dione